1-[2-(1-piperidinyl)-4-pyridinyl]-N-(2-pyridylmethyl)methylamine N1(CCCCC1)C1=NC=CC(=C1)CNCC1=NC=CC=C1